N-(4-([1,2,4]triazolo[1,5-a]pyridin-7-yloxy)-3-methylphenyl)-5-(3-(azetidin-3-yl)-1H-pyrazol-1-yl)pyrrolo[2,1-f][1,2,4]triazin-4-amine N=1C=NN2C1C=C(C=C2)OC2=C(C=C(C=C2)NC2=NC=NN1C2=C(C=C1)N1N=C(C=C1)C1CNC1)C